FC=1C=C(C=CC1OC1=CC=NC2=CC(=C(C=C12)OC)OCCCN1CCOCC1)NC(=O)[C@@]1([C@@H](C1)C)C(=O)NC1=CC=C(C=C1)F (1S,2R)-N-[3-fluoro-4-({6-(methyloxy)-7-[(3-morpholin-4-ylpropyl)oxy]quinolin-4-yl}oxy)phenyl]-N'-(4-fluorophenyl)-2-methylcyclopropane-1,1-dicarboxamide